N1,N1-dimethylbutane-1,3-diamine CN(CCC(C)N)C